C1C(CC2=CC=CC=C12)NC(=O)C1=CC=NC=2N1N=C(C2C(=O)N)C=2N=NC=CC2 N7-indan-2-yl-2-pyridazin-3-yl-pyrazolo[1,5-a]pyrimidine-3,7-dicarboxamide